4-(2,6-dimethyl-4-nitrophenoxy)-3-methylthiophene-2-carboxylic acid methyl ester COC(=O)C=1SC=C(C1C)OC1=C(C=C(C=C1C)[N+](=O)[O-])C